Boc-triazole CC(C)(C)OC(=O)N1C=NC=N1